6-(1-(4-fluoro-3-methylphenyl)-5-hydroxy-2-(trifluoromethyl)-1H-indol-3-yl)spiro[3.3]heptane-2-carboxylic acid FC1=C(C=C(C=C1)N1C(=C(C2=CC(=CC=C12)O)C1CC2(CC(C2)C(=O)O)C1)C(F)(F)F)C